methyl (R)-6-((2-acetamido-3-methyl-N-(1-(pyrimidin-2-yl)ethyl)quinoline-6-carboxamido)methyl)-3',6'-dihydro-[3,4'-bipyridine]-1'(2'H)-carboxylate C(C)(=O)NC1=NC2=CC=C(C=C2C=C1C)C(=O)N([C@H](C)C1=NC=CC=N1)CC1=CC=C(C=N1)C=1CCN(CC1)C(=O)OC